C(C)(C)(C)OC(=O)N1[C@H](CN(CC1)CC1=C(C=CC=C1)C)C(=O)O (R)-1-(tert-butoxycarbonyl)-4-(2-methylbenzyl)piperazine-2-carboxylic acid